C1(CCCC1)C1=CC=C(C=C1)C1=NC2=C(N1)C=CC(=C2)N 2-(4-cyclopentylphenyl)-1H-benzo[d]imidazol-5-amine